FC=1C=C2CC(NC2=CC1)=O 1,2-dihydro-5-fluoro-2-oxo-3H-indol